N-(3-chloro-5-methanesulfonamidophenyl)-1-{5-[4-(2-methylpropanoyl)piperazin-1-yl]pyridin-2-yl}-1H-pyrazole-4-carboxamide ClC=1C=C(C=C(C1)NS(=O)(=O)C)NC(=O)C=1C=NN(C1)C1=NC=C(C=C1)N1CCN(CC1)C(C(C)C)=O